(3,4-epoxycyclohexyl)-ethyltri-n-propoxysilane C1(CC2C(CC1)O2)C(CC)O[Si](OCCC)(OCCC)CC